(4-aminobutan-2-yl)(4-((4-aminobutan-2-yl)amino)butyl)carbamic acid NCCC(C)N(C(O)=O)CCCCNC(C)CCN